O[C@@H]([C@@H](C([C@@H](/C=C(/C[C@H](C)[C@H]1[C@@H](C(O1)=O)C)\C)C)=O)C)[C@@H](CC)C (3S,4S)-4-[(1S,5R,7S,8R,9R,E)-8-hydroxy-1,3,5,7,9-pentamethyl-6-oxo-3-undecenyl]-3-methyl-2-oxetanone